O=C1N(C=C(C=C1C(=O)O)C=C)CC#C 2-Oxo-1-(prop-2-yn-1-yl)-5-vinyl-1,2-dihydropyridine-3-carboxylic acid